(R)-6-(2-((dimethylamino)methyl)pyrrolidin-1-yl)-2-methoxy-5-nitropyridin-3-amine CN(C)C[C@@H]1N(CCC1)C1=C(C=C(C(=N1)OC)N)[N+](=O)[O-]